[W+5].[W+6] tungsten(VI)-tungsten(V)